2,3,6,7-tetrabromo-9H-carbazole BrC1=CC=2NC3=CC(=C(C=C3C2C=C1Br)Br)Br